tert-butyl 2-[3-[2-[[(E)-3-[4-(trifluoromethyl)phenyl]prop-2-enoyl]amino]acetyl]-1,2,4,5-tetrahydro-3-benzazepin-7-yl]acetate FC(C1=CC=C(C=C1)/C=C/C(=O)NCC(=O)N1CCC2=C(CC1)C=CC(=C2)CC(=O)OC(C)(C)C)(F)F